5-(3-(2,5-Difluorophenyl)morpholinyl)-N-(4-(piperazin-1-yl)phenyl)pyrazolo[1,5-a]pyrimidine-3-carboxamide FC1=C(C=C(C=C1)F)C1N(CCOC1)C1=NC=2N(C=C1)N=CC2C(=O)NC2=CC=C(C=C2)N2CCNCC2